(4-methylpiperazin-1-yl)(1-(4-(4-(1-methylpiperidin-4-yl)piperazin-1-yl)butyl)piperidin-4-yl)methanone CN1CCN(CC1)C(=O)C1CCN(CC1)CCCCN1CCN(CC1)C1CCN(CC1)C